N-(2-(4-chlorophenyl)-7-(1-methyl-1H-imidazol-4-yl)-1H-indol-5-yl)-2-fluoroacrylamide ClC1=CC=C(C=C1)C=1NC2=C(C=C(C=C2C1)NC(C(=C)F)=O)C=1N=CN(C1)C